BrC1=NN(C(=C1C(=O)OC)Br)C([2H])([2H])[2H] methyl 3,5-dibromo-1-(methyl-d3)-1H-pyrazole-4-carboxylate